FC1(OC1(C(F)(F)F)C(C(F)(F)F)(F)F)C(F)(F)F 2-fluoro-3-pentafluoroethyl-2,3-bis-trifluoromethyl-oxirane